1-(3-fluoro-2-pyridinyl)-2-methyl-propan-1-one FC=1C(=NC=CC1)C(C(C)C)=O